dihydroxy-1,1'-biphenyl OC1=CC=C(C=C1)C1=CC=C(C=C1)O